3-iodo-4-((1-(methylsulfonyl)piperidin-4-yl)methoxy)benzoic acid methyl ester COC(C1=CC(=C(C=C1)OCC1CCN(CC1)S(=O)(=O)C)I)=O